BrC=1C=C(C(=NC1)OCCCN(C)C)NS(=O)(=O)C1=CC(=CC=C1)OC N-(5-Bromo-2-(3-(dimethylamino)propoxy)pyridin-3-yl)-3-methoxybenzenesulfonamide